FC(CN(C1=NC=2N(C3=CC=CC(=C13)F)C(=NN2)C)C2=C(C(=NC=C2)C#CC(C(F)(F)F)(C)C)F)F N-(2,2-difluoroethyl)-6-fluoro-N-[3-fluoro-2-(4,4,4-trifluoro-3,3-dimethyl-but-1-ynyl)-4-pyridyl]-1-methyl-[1,2,4]triazolo[4,3-a]quinazolin-5-amine